ClC1=CC=C(C=C1)[C@@]1(N(C(C2=CC(=CC(=C12)F)C(C)(C)O)=O)[C@H](C)C1=CC=C(C=N1)C#N)OCC1(CC1)CO 6-[(1R)-1-[(1R)-1-(4-Chlorophenyl)-7-fluoro-1-{[1-(hydroxymethyl)cyclopropyl]methoxy}-5-(2-hydroxypropan-2-yl)-3-oxo-2,3-dihydro-1H-isoindol-2-yl]ethyl]pyridin-3-carbonitril